7-methoxyimidazo[1,2-a]pyridine-6-carboxylic acid COC1=CC=2N(C=C1C(=O)O)C=CN2